(R)-1-(4-cyclopropyl-3,5-dimethoxybenzyl)-3-(2-isopropylphenyl)piperazine C1(CC1)C1=C(C=C(CN2C[C@H](NCC2)C2=C(C=CC=C2)C(C)C)C=C1OC)OC